CNC(C(=O)[O-])(C)C N-methylaminoisobutyrate